N-(3-fluoro-2-methoxyphenyl)-2-oxo-1,2,5,6-tetrahydropyridine-3-carbothioamide FC=1C(=C(C=CC1)NC(=S)C=1C(NCCC1)=O)OC